METHYL DIETHYL PHOSPHATE P(=O)(OC)(OCC)OCC